perfluoro(4-methyl-1,3-dioxole) FC1(OC(=C(O1)C(F)(F)F)F)F